1-(BUT-3-EN-2-YL)PIPERIDINE-3-CARBALDEHYDE CC(C=C)N1CC(CCC1)C=O